4-(5-(thiazol-2-yl)benzo[d]oxazol-2-yl)pyridine S1C(=NC=C1)C=1C=CC2=C(N=C(O2)C2=CC=NC=C2)C1